1-benzyl-3-(4-chlorophenyl)-5-phenyl-6-(propylthio)-3,5-dihydroimidazo[4,5-c][1,2]thiazine-4(1H)-one 2,2-dioxide C(C1=CC=CC=C1)N1S(C(C(C2=C1N=C(N2C2=CC=CC=C2)SCCC)=O)C2=CC=C(C=C2)Cl)(=O)=O